ClC1=NC(=NC(=N1)N1CCOCC1)NC1=CC=C(C=C1)Cl 4-chloro-N-(4-chlorophenyl)-6-morpholino-1,3,5-triazin-2-amine